NC1=NC=CC=C1C1=NC=2C(=NC(=CC2)C2=CC=CC=C2)N1C1=CC=C(CN2C3CN(C(C2)CC3)C3=NC=CC(=N3)C#N)C=C1 2-(5-(4-(2-(2-aminopyridin-3-yl)-5-phenyl-3H-imidazo[4,5-b]pyridin-3-yl)benzyl)-2,5-diazabicyclo[2.2.2]octan-2-yl)pyrimidine-4-carbonitrile